C(C)(C)(C)C=1C=C(C=CC1)C12CCN(CC2C1)C(=O)C1CC2(C1)NC(OC2)=O (rac)-(2s,4s)-2-(6-(3-(tert-Butyl)phenyl)-3-azabicyclo[4.1.0]heptan-3-carbonyl)-7-oxa-5-azaspiro[3.4]octan-6-on